(S)-4-amino-6-((1-(8-chloro-4-oxo-2-phenyl-1,4-dihydroquinolin-3-yl)ethyl)amino)pyrimidin NC1=NC=NC(=C1)N[C@@H](C)C1=C(NC2=C(C=CC=C2C1=O)Cl)C1=CC=CC=C1